1-(4-hydroxyphenyl)ethyl-1,3-benzenediol OC1=CC=C(C=C1)C(C)C1=C(C=CC=C1O)O